C(C)(C)C1=C(C(=CC=C1)C(C)C)N1C(N(CC1)C1=C(C=CC=C1C(C)C)C(C)C)=[Au-2]Cl (1,3-bis(2,6-diisopropylphenyl)imidazolidin-2-ylidene)gold (I) chloride